5-(4-chlorophenyl)-2,3-diphenylpyrazine 1-oxide ClC1=CC=C(C=C1)C=1N=C(C(=[N+](C1)[O-])C1=CC=CC=C1)C1=CC=CC=C1